NC1=C(C=C(C(=N1)F)C=1C=CC(=C(C#N)C1)OC1CCN(CC1)CC(F)(F)F)C=1C=C2CCNC(C2=CC1F)=O 5-(6-amino-2-fluoro-5-(7-fluoro-1-oxo-1,2,3,4-tetrahydroisoquinolin-6-yl)pyridin-3-yl)-2-((1-(2,2,2-trifluoroethyl)piperidin-4-yl)oxy)benzonitrile